CC1=NC2=CC(=CC=C2C=N1)B1OC(C(O1)(C)C)(C)C 2-methyl-7-(4,4,5,5-tetramethyl-1,3,2-dioxaborolan-2-yl)quinazoline